2-[(2-fluoro-6-methoxy-phenyl)methyl]-1H-benzimidazole-5-carboxylic acid methyl ester COC(=O)C1=CC2=C(NC(=N2)CC2=C(C=CC=C2OC)F)C=C1